[K+].S(=O)(=O)(OCCCCCCCCCCCC)[O-].[Na+].C(CCCCCCCCCCC)OS(=O)(=O)[O-] sodium lauryl sulphate, potassium salt